FC1=C(C=C(C=C1)F)C1=NC=NC(=C1NC(=O)C=1N=CN(C1)C)N1C[C@H](CC1)F (S)-N-(4-(2,5-difluoro-phenyl)-6-(3-fluoropyrrolidin-1-yl)pyrimidin-5-yl)-1-methyl-1H-imidazole-4-carboxamide